CC1=NOC(=C1C=1C=C2C(=NC1)NC=C2)C 3,5-dimethyl-4-(1H-pyrrolo[2,3-b]pyridin-5-yl)isoxazole